2,4-diethyl-2,4-diisopentylcyclobutane-1,3-dione C(C)C1(C(C(C1=O)(CCC(C)C)CC)=O)CCC(C)C